(S)-benzyl 5-[(2-aminoethyl)amino]-4-heptadecanamido-5-oxopentanoate NCCNC([C@H](CCC(=O)OCC1=CC=CC=C1)NC(CCCCCCCCCCCCCCCC)=O)=O